FC=1C=C(C=CC1)C1=NC(=C2C(=N1)N(N=C2)C2=CC=CC=C2)NC(=O)C=2SC(=CC2)[N+](=O)[O-] N-(6-(3-fluorophenyl)-1-phenyl-1H-pyrazolo[3,4-d]pyrimidin-4-yl)-5-nitrothiophene-2-carboxamide